4-bromo-5,5-dimethyl-3-((2,3,5,6-tetrafluoro-4-(methoxymethyl)benzyl)thio)-4,5-dihydroisoxazole BrC1C(=NOC1(C)C)SCC1=C(C(=C(C(=C1F)F)COC)F)F